1-(4-cyclobutoxy-3-methoxybenzyl)-3-(2-isopropylphenyl)piperazine C1(CCC1)OC1=C(C=C(CN2CC(NCC2)C2=C(C=CC=C2)C(C)C)C=C1)OC